OC[C@@H](CC(C)C)NC(OC(C)(C)C)=O tert-butyl (R)-(1-hydroxy-4-methylpentan-2-yl)carbamate